(S)-ethyl 2-(2-(4-(4-hydroxyphenyl)-2-methyl-piperazin-1-yl)-6-(1H-indazol-1-yl)-9H-purin-9-yl)acetate OC1=CC=C(C=C1)N1C[C@@H](N(CC1)C1=NC(=C2N=CN(C2=N1)CC(=O)OCC)N1N=CC2=CC=CC=C12)C